tert-butyl (4R,5R)-4-[[[(2S,4R)-1-[(2S)-2-(4-cyclopropyltriazol-1-yl)-3,3-dimethyl-butanoyl]-4-hydroxy-pyrrolidine-2-carbonyl]amino]methyl]-2,2,5-trimethyl-oxazolidine-3-carboxylate C1(CC1)C=1N=NN(C1)[C@H](C(=O)N1[C@@H](C[C@H](C1)O)C(=O)NC[C@H]1N(C(O[C@@H]1C)(C)C)C(=O)OC(C)(C)C)C(C)(C)C